C(C)(C)(C)N(C(O)=O)[C@H](CO)C1=C(C=CC=C1)F.C(C1=CC=CC=C1)N1CC(C(CC1)=O)COC1CCC(CC1)C1=CC=CC=C1 1-benzyl-3-((((1S,4S)-4-phenylcyclohexyl)oxy)methyl)piperidin-4-one (S)-tert-butyl-(1-(2-fluorophenyl)-2-hydroxyethyl)carbamate